COCC12C(C(CC2C1)CC1C(C1)(C)C(C)O)(C)C 1-[2-[[1-(methoxymethyl)-2,2-dimethyl-3-bicyclo[3.1.0]hexanyl]methyl]-1-methyl-cyclopropyl]ethanol